5-((1-benzylpiperidin-4-yl)amino)-3-fluoro-N-(6-fluoropyridin-2-yl)-6-methylpyridine-2-sulfonamide C(C1=CC=CC=C1)N1CCC(CC1)NC=1C=C(C(=NC1C)S(=O)(=O)NC1=NC(=CC=C1)F)F